Sodium t-amyl alcohol C(C)(C)(CC)O.[Na]